CN(C1(CCC2(CNC(N2)=O)CC1)C1=CC(=CC=C1)C(F)(F)F)C (CIS)-8-(dimethyl-amino)-8-(3-(trifluoromethyl)phenyl)-1,3-diazaspiro[4.5]decan-2-one